N=1C=NN2C1C=C(C=C2)OC2=C(C=C(C=C2)NC2=NC=NC1=CC=C(C=C21)Br)C N-(4-([1,2,4]triazolo[1,5-a]pyridin-7-yloxy)-3-methylphenyl)-6-bromoquinazolin-4-amine